C(C)(=O)N[C@H]1CC[C@H](CC1)O cis-4-acetamidocyclohexanol